8,8-difluoro-2-(5-fluoro-3-pyridyloxy)bicyclo[4.2.0]octa-1,3,5-trien-7-one FC1(C(C2=CC=CC(=C12)OC=1C=NC=C(C1)F)=O)F